C(C1=CC=CC=C1)OC1=C(C(=C(C=C1)C=1C(=NN(C1)C1=CC=C(C=N1)NC(OC(C)(C)C)=O)C)F)F tert-butyl (6-(4-(4-(benzyloxy)-2,3-difluorophenyl)-3-methyl-1H-pyrazol-1-yl)pyridin-3-yl)carbamate